2-allyl-6-((4-(2-fluoroethoxy)phenyl)amino)-1-(2-(piperidin-4-yloxy)pyrimidin-4-yl)-1,2-dihydro-3H-pyrazolo[3,4-d]pyrimidin-3-one C(C=C)N1N(C2=NC(=NC=C2C1=O)NC1=CC=C(C=C1)OCCF)C1=NC(=NC=C1)OC1CCNCC1